4-[6-[4-[3-(azetidin-3-ylmethyl)azetidin-1-yl]phenoxy]-3-hydroxy-3-methyl-indan-5-yl]-6-methyl-1H-pyrrolo[2,3-c]pyridin-7-one N1CC(C1)CC1CN(C1)C1=CC=C(OC2=C(C=C3C(CCC3=C2)(C)O)C=2C3=C(C(N(C2)C)=O)NC=C3)C=C1